CC=1C=C(C#N)C=C(C1C1=CC=CC=2N1N=CN2)C 3,5-dimethyl-4-{[1,2,4]triazolo[1,5-a]pyridin-5-yl}benzonitrile